N1N=CC2=C(C=CC=C12)CN1N=CC2=C(C1=O)N(C1=C2C=CC(=N1)CN1N=CC=C1)C 7-((1H-indazol-4-yl)methyl)-2-((1H-pyrazol-1-yl)methyl)-9-methyl-7,9-dihydro-8H-pyrido[3',2':4,5]pyrrolo[2,3-d]pyridazin-8-one